methyl 4-[6-chloro-1-(4-fluorophenyl)-4-(methoxymethoxy)-2-tetrahydropyran-4-yl-indol-3-yl]benzoate ClC1=CC(=C2C(=C(N(C2=C1)C1=CC=C(C=C1)F)C1CCOCC1)C1=CC=C(C(=O)OC)C=C1)OCOC